3-amino-2-(2-fluoro-5-(9-isopropyl-9H-purin-6-yl)phenyl)-2-(thiophen-2-ylmethyl)propionic acid methyl ester hydrochloride Cl.COC(C(CN)(CC=1SC=CC1)C1=C(C=CC(=C1)C1=C2N=CN(C2=NC=N1)C(C)C)F)=O